C1(CC1)[C@H]1[C@H]2[C@@H]3CC[C@@H]4C[C@@](CC[C@@H]4[C@H]3CC[C@@]2(/C(/C1)=C/C)C)(O)C (3R,5R,8R,9R,10S,13S,14S,15S,E)-15-Cyclopropyl-17-ethylidene-3,13-dimethylhexadecahydro-1H-cyclopenta[a]phenanthren-3-ol